3-(5-(((1R,2S)-2-(ethyl(methyl)amino)cyclohexyl)oxy)-1-oxoisoindolin-2-yl)piperidine-2,6-dione C(C)N([C@@H]1[C@@H](CCCC1)OC=1C=C2CN(C(C2=CC1)=O)C1C(NC(CC1)=O)=O)C